methyl (2S)-2-[4-[(5R)-3-bromo-4,5-dihydroisoxazol-5-yl]-1-piperidyl]-2-[4-(trifluoromethyl)phenyl]acetate BrC1=NO[C@H](C1)C1CCN(CC1)[C@H](C(=O)OC)C1=CC=C(C=C1)C(F)(F)F